N[C@H]1C(N(C1)S(=O)(=O)C(F)(F)F)=O (R)-3-amino-1-((trifluoromethyl)sulfonyl)azetidin-2-one